O=C1C(=CN(C2=NC(=CC=C12)N1CC(C1)C(NC1=NC=CC=C1)=O)C=1SC=CN1)C(=O)O 4-oxo-7-{3-[(pyridin-2-yl)carbamoyl]azetidin-1-yl}-1-(1,3-thiazol-2-yl)-1,4-dihydro-1,8-naphthyridine-3-carboxylic acid